C1NCC12CC(C2)N2CC(C2)N2CCC(CC2)C=2C=NC(=NC2)N2[C@@H](C1=C(NC=3N=NC(=CC31)C3=C(C=CC=C3)O)CC2)C (R)-2-(6-(5-(1-(1-(2-azaspiro[3.3]heptan-6-yl)azetidin-3-yl)piperidin-4-yl)pyrimidin-2-yl)-5-methyl-6,7,8,9-tetrahydro-5H-pyrido[3',4':4,5]pyrrolo[2,3-c]pyridazin-3-yl)phenol